(2-(4-Fluorobenzyl)-2,6-dihydropyrrolo[3,4-c]pyrazol-5(4H)-yl)-N,N-dimethylbenzamide FC1=CC=C(CN2N=C3C(=C2)CN(C3)C3=C(C(=O)N(C)C)C=CC=C3)C=C1